C(C)OC1=CC=C(C=N1)C1=C(C=C(C=C1C=1N=NNN1)NC(=O)N1CCC(CC1)C)F N-(4-(6-ethoxypyridin-3-yl)-3-fluoro-5-(2H-tetrazol-5-yl)phenyl)-4-methylpiperidine-1-carboxamide